4-(4,4-difluoroazepan-1-yl)-2-methylpyrimidine-5-carbonitrile FC1(CCN(CCC1)C1=NC(=NC=C1C#N)C)F